C(CC)C1=CC=C(C#N)C=C1 4-propyl-benzonitrile